2-{[tris(prop-2-yl)silyl]Oxy}acethydrazide CC(C)[Si](OCC(=O)NN)(C(C)C)C(C)C